N[C@H](C(=O)O)CCC(NCC1CNC1)=O (2S)-2-amino-4-{[(azetidin-3-yl)methyl]carbamoyl}butanoic acid